O\C=C/C(=O)O cis-3-hydroxypropenoic acid